(tetrahydrofuran-3-yl)-1H-pyrazol-4-amine O1CC(CC1)N1N=CC(=C1)N